C1(CC1)N1C=C(C(C2=CC(=C(C(=C12)OC)N1CC(N(CC1)C(C)=O)C)F)=O)C(C=CC1=CC=C(C=C1)Br)=O 1-cyclopropyl-6-fluoro-7-(3-methyl-4-acetylpiperazin-1-yl)-3-(4-bromocinnamoyl)-8-methoxy-quinolin-4(1H)-one